(2S)-N-(4-(2-(2-(1-(4-bromophenyl)-4-(4-fluorophenyl)-1H-pyrazol-3-yl)-4-oxooxazolidin-3-yl)ethyl)phenyl)acetamide BrC1=CC=C(C=C1)N1N=C(C(=C1)C1=CC=C(C=C1)F)[C@@H]1OCC(N1CCC1=CC=C(C=C1)NC(C)=O)=O